O=C1N(C(CC1)=O)C(C(=O)[O-])CCCC[C@H]1NC(N[C@H]1C)=O 2,5-dioxopyrrolidin-1-yl-6-((4R,5S)-5-methyl-2-oxoimidazolidin-4-yl)hexanoate